cis-tert-butyl-4-(5-fluoro-7-{8-fluoro-2-methylimidazo[1,2-a]pyridin-6-yl}-4-oxoquinazolin-3-yl)-2-methylpiperidine-1-carboxylate C(C)(C)(C)OC(=O)N1[C@H](C[C@H](CC1)N1C=NC2=CC(=CC(=C2C1=O)F)C=1C=C(C=2N(C1)C=C(N2)C)F)C